C1(CCC1)NC(=O)C=1NC2=CC=C(C=C2C1)NC1=NC=CC(=N1)C1=C(N=C(S1)NC)C N-cyclobutyl-5-((4-(4-methyl-2-(methylamino)thiazol-5-yl)pyrimidin-2-yl)amino)-1H-indole-2-carboxamide